ethyl (S)-3-(5-(3,5-dimethylisoxazol-4-yl)thiophen-2-yl)-3-(3-(4-hydroxy-1-methyl-2-oxo-1,2-dihydropyridin-3-yl)ureido)propanoate CC1=NOC(=C1C1=CC=C(S1)[C@H](CC(=O)OCC)NC(=O)NC=1C(N(C=CC1O)C)=O)C